F[Si].[Na] sodium fluorosilicon